FC1=C(N)C=C(C(=C1)OC)F 2,5-difluoro-4-methoxyaniline